5-amino-1-(3-hydroxy-2,6-dimethylphenyl)-2-(4-methylisoindoline-2-carbonyl)-1H-imidazole-4-carboxamide NC1=C(N=C(N1C1=C(C(=CC=C1C)O)C)C(=O)N1CC2=CC=CC(=C2C1)C)C(=O)N